C(C)N(C1=CC=C(C=C1)C1=C2C=C(C(=CC2=CC=2C=COC21)OC)OC)CC=2C=NC=CC2 9-(4-(ethyl(pyridin-3-ylmethyl)amino)phenyl)-6,7-dimethoxynaphtho[2,3]furan